(Z)-N'-(phenyl(pyridin-2-yl)methylene)benzohydrazide C1(=CC=CC=C1)/C(=N/NC(C1=CC=CC=C1)=O)/C1=NC=CC=C1